C[C@H]1CN(C[C@H](N1)C)C1=CC=CC(=N1)CNC=1C2=C(N=CN1)NC=C2C2(CCOCC2)O 4-(4-(((6-((3S,5R)-3,5-Dimethylpiperazin-1-yl)pyridin-2-yl)methyl)amino)-7H-pyrrolo[2,3-d]pyrimidin-5-yl)tetrahydro-2H-pyran-4-ol